C(C1=CC=CC=C1)OC(=O)NC1CC(CCC1(F)F)CC=1N=C2N(N=CC(=C2)C(C(=O)[O-])CC(F)F)C1 2-[(M-benzyloxycarbonylamino(4,4-difluorocyclohexyl)methyl)imidazo[1,2-b]pyridazin-7-yl]-4,4-difluorobutanoate